N-Ethyl-7-fluoro-N-[(E)-(1-Hydroxy-3H-2,1-benzoxaborol-5-yl)methylenamino]quinazolin-4-amin C(C)N(C1=NC=NC2=CC(=CC=C12)F)/N=C/C=1C=CC2=C(COB2O)C1